(2-((1S,3R)-3-aminocyclohexane-1-carboxamido)-5-chloropyridin-4-yl)-N,2,2-trimethyl-2,3-dihydro-1H-pyrrolizine-5-carboxamide N[C@H]1C[C@H](CCC1)C(=O)NC1=NC=C(C(=C1)C1C(CN2C(=CC=C12)C(=O)NC)(C)C)Cl